NC=1C=2N(C3=CC(=CC=C3N1)C(=O)N([C@@H](C)C1=NC=C(C=C1)C(F)(F)F)C1CC1)C=NC2 (S)-4-amino-N-cyclopropyl-N-(1-(5-(trifluoromethyl)pyridin-2-yl)ethyl)imidazo[1,5-a]Quinoxaline-8-carboxamide